(S)-N-(2-(1-((tert-butyldimethylsilyl)oxy)ethyl)quinoxalin-6-yl)-7-(3-chloro-2-fluoro-6-(1H-tetrazol-1-yl)phenyl)-5-oxo-1,2,3,5,8,8a-hexahydroindolizine-3-carboxamide [Si](C)(C)(C(C)(C)C)OC(C)C1=NC2=CC=C(C=C2N=C1)NC(=O)[C@@H]1CCC2CC(=CC(N12)=O)C1=C(C(=CC=C1N1N=NN=C1)Cl)F